C(#N)C1=CC=C(C=N1)NC(OC1=CC=CC=C1)=O phenyl (6-cyanopyridin-3-yl)carbamate